BrC1=CC(=CC(=N1)N=[SH2](C)C)OC ((6-bromo-4-methoxypyridin-2-yl)imino)dimethyl-lambda6-sulfane